NC1=CC(=C(C=N1)C1CCN(CC1)C(=O)C1=NC=C(C(=C1)OC)OCCC)OC (6-Amino-4-methoxy-3',4',5',6'-tetrahydro-2'H-[3,4']bipyridinyl-1'-yl)-(4-methoxy-5-propoxy-pyridin-2-yl)-methanone